FC1=CC=CC=2N(S(CC21)(=O)=O)C 4-fluoro-1-methyl-1,3-dihydrobenzo[c]isothiazole 2,2-dioxide